(Z)-3-(3-(1-Fluoro-3-phenylprop-1-en-1-yl)-2-(p-tolyl)-1H-indol-1-yl)-2,2-dimethylpropanamide F\C(=C/CC1=CC=CC=C1)\C1=C(N(C2=CC=CC=C12)CC(C(=O)N)(C)C)C1=CC=C(C=C1)C